C(CCCCCCCCCCCCCCCCC)(=O)O.C(C(O)CO)C(C(=O)O)CCCCCCCCCCCCCC glyceryl-palmitic acid stearate